FC1=C(C=C(C=C1F)C1=C(C=C(C=C1C)C)C)[C@H](CC(=O)OCC)NC(=O)[C@@H]1[C@H]2C([C@H]2CN1C(=O)OC(C)(C)C)(C)C tert-butyl (1R,2S,5S)-2-{[(1S)-1-{4,5-difluoro-2',4',6'-trimethyl-[1,1'-biphenyl]-3-yl}-3-ethoxy-3-oxopropyl]carbamoyl}-6,6-dimethyl-3-azabicyclo[3.1.0]hexane-3-carboxylate